C(C)N1C(C(=CC=C1)NC(C1=C(C=C(C=C1)NS(=O)(=O)CCO)N1CCC2(CC2)CC1)=O)=O N-(1-ethyl-2-oxo-1,2-dihydropyridin-3-yl)-4-((2-hydroxyethyl)sulfonamido)-2-(6-azaspiro[2.5]octan-6-yl)benzamide